CN(C)CC[C@@H](C=1SC=CC1)O (S)-N,N-dimethyl-3-hydroxy-3-(2-thienyl)propylamine